7-bromo-4-methoxy-3H-triazolo[4,5-c]pyridine BrC=1C2=C(C(=NC1)OC)NN=N2